1-(4-Methylphenethyl)-2,2-diphenylaziridine CC1=CC=C(CCN2C(C2)(C2=CC=CC=C2)C2=CC=CC=C2)C=C1